1-(pyridin-2-yl)-1H-1,2,3-triazole-4-carboxamide N1=C(C=CC=C1)N1N=NC(=C1)C(=O)N